OC1=CC=C2C=CC=C(C2=C1)C1(CC1)C=1C(=C(C(=O)N)C=CC1)C (1-(7-hydroxynaphthalen-1-yl)cyclopropyl)-2-methylbenzamide